(R)-(N-[4-Amino-5-[6-(difluoromethoxy)pyridin-3-carbonyl]thiazol-2-yl]-3,4-difluoroanilino)propanamid NC=1N=C(SC1C(=O)C=1C=NC(=CC1)OC(F)F)N(C1=CC(=C(C=C1)F)F)[C@@H](C(=O)N)C